ClC=1C=C(C=C(C1)C1=CC(=CC=C1)[C@H](C(N1CC2=C(CCC1)N=C(NC2=O)C2(CC2)C2=CC=CC=C2)=O)O)C#N (R)-5-chloro-3'-(1-hydroxy-2-oxo-2-(4-oxo-2-(1-phenylcyclopropyl)-3,4,5,7,8,9-hexahydro-6H-pyrimido[5,4-c]azepin-6-yl)ethyl)-[1,1'-biphenyl]-3-carbonitrile